P(O)(O)(O)=O Phosphoric Acid